(1R,2R,6S)-2-((2-fluoro-4-(trifluoromethyl)phenyl)carbamoyl)-6-(4-((N-methyl-3-(piperidin-4-yl)phenyl)sulfonamido)phenyl)cyclohexane-1-carboxylic acid FC1=C(C=CC(=C1)C(F)(F)F)NC(=O)[C@H]1[C@@H]([C@H](CCC1)C1=CC=C(C=C1)NS(=O)(=O)C1=CC(=CC=C1)C1CCN(CC1)C)C(=O)O